7-(azetidin-3-yl)-1-methyl-1H-pyrrolo[3,2-c]pyridine N1CC(C1)C=1C2=C(C=NC1)C=CN2C